CCN(CC)CCNC N,N-diethyl-N'-methylethylenediamine